NC1=NC=CC=C1C1=NC=2C(=NC(=CC2)C2=CC=CC=C2)N1C1=CC=C(C=C1)C1CN(C1)CC1CC(C(CC1)C(=O)OC)(C)C Methyl 4-[[3-[4-[2-(2-amino-3-pyridyl)-5-phenyl-imidazo[4,5-b]pyridin-3-yl]phenyl]azetidin-1-yl]methyl]-2,2-dimethyl-cyclohexanecarboxylate